6-Bromo-2-{4-[4-(2-methoxyethyl)-3-methylpiperazin-1-yl]phenyl}-N-(1-methylpiperidin-4-yl)-3H-imidazo[4,5-b]pyridin-7-amine BrC=1C(=C2C(=NC1)NC(=N2)C2=CC=C(C=C2)N2CC(N(CC2)CCOC)C)NC2CCN(CC2)C